[N+](=[N-])=C1C(=NN(C1=O)C1=CC=CC=C1)C1=CC=CC=C1 4-diazo-1,3-diphenyl-1H-pyrazol-5(4H)-one